BrC=1C=CC(=C2C(=NN(C12)C)N(S(=O)(=O)C)CC1=CC=C(C=C1)OC)Cl N-(7-bromo-4-chloro-1-methyl-1H-indazol-3-yl)-N-(4-methoxybenzyl)methanesulfonamide